(9H-fluoren-9-yl)methyl (1-(benzofuran-5-yl)propan-2-yl)(methyl)carbamate O1C=CC2=C1C=CC(=C2)CC(C)N(C(OCC2C1=CC=CC=C1C=1C=CC=CC21)=O)C